2,2,4-trimethyl-1,6-diaminohexane CC(CN)(CC(CCN)C)C